BrC1=CC(=CC(=C1)COCC)Br 1,3-dibromo-5-(ethoxymethyl)benzene